(E)-1-[4-[[2-(2-Chlorophenyl)-5-methyl-4H-pyrazol-3-ylidene]amino]phenyl]-3-(3-hydroxy-4-methoxyphenyl)prop-2-en-1-one ClC1=C(C=CC=C1)N1N=C(CC1=NC1=CC=C(C=C1)C(\C=C\C1=CC(=C(C=C1)OC)O)=O)C